CC1=CC=C(C=N1)NC=O N-(6-methylpyridin-3-yl)carboxamide